C=1N=CN2C1C1=CC=CC=C1C2C2CN(C2)C(=O)C2=C(C#N)C=CC=C2 2-(3-(5H-imidazo[5,1-a]isoindol-5-yl)azetidine-1-carbonyl)benzonitrile